2-butyryl-sn-glycero-3-phosphocholine C(CCC)(=O)O[C@H](CO)COP(=O)([O-])OCC[N+](C)(C)C